CC1(CCCC1)OC(C(=O)O)C=O (1-methylcyclopentyloxy)-3-oxopropanoic acid